2-bromo-N-(5-(2-chloroacetamido)-2-methylpyridin-3-yl)pyrazolo[5,1-b]thiazole-7-carboxamide BrC1=CN2C(S1)=C(C=N2)C(=O)NC=2C(=NC=C(C2)NC(CCl)=O)C